9-(4-(Difluoro(1-(3-fluoropropyl)azetidin-3-yl)methyl)phenyl)-8-isobutyl-6,7-dihydro-5H-benzo[7]annulen FC(C1=CC=C(C=C1)C1=C(CCCC2=C1C=CC=C2)CC(C)C)(C2CN(C2)CCCF)F